C(CC)C(COC(C=C)=O)CCCCC 2-Propylheptylacrylat